CP([O-])(=O)CC.[Zn+2].CP([O-])(=O)CC zinc methylethyl-phosphinate salt